C(C)(=O)N[C@@H](CCC(=O)O)C(=O)O.CC(CCNC1=C(C=CC=C1)[C@H]1NCCCC1)C (S)-3-methyl-(2-piperidylphenyl)-1-butylamine acetylglutamate